O[C@@H]1[C@H](C[C@@H](C1)OC(F)(F)F)NC(=O)C=1C=NC(=CC1)C(F)(F)F N-[(1S,2S,4S)-2-hydroxy-4-(trifluoromethoxy)cyclopentyl]-6-(trifluoromethyl)pyridine-3-carboxamide